1-methyl-piperidine tert-butyl-but-3-yn-2-yl-carbamate C(C)(C)(C)N(C(O)=O)C(C)C#C.CN1CCCCC1